5-(5-cyano-5,6-dihydropyrrolo[3,4-c]pyrazol-1(4H)-yl)-1H-pyrazole-3-carboxamide C(#N)N1CC=2N(N=CC2C1)C1=CC(=NN1)C(=O)N